C(C1=CC=CC=C1)(=O)NC1=NC(N(C=C1)[C@@H]1O[C@H](CN(C1)C(C1=CC=CC=C1)(C1=CC=CC=C1)C1=CC=CC=C1)CCN(P(O)(=O)Cl)C)=O.FC(=C(C(C(C(C(F)(F)F)(F)F)(F)F)(F)F)F)F perfluorohex-1-ene ((2S,6R)-6-(4-Benzamido-2-oxopyrimidin-1(2H)-yl)-4-tritylmorpholin-2-yl)methyl-(R)-dimethylphosphoramidochloridate